C(C=1C=CC=2NC3=CC=C(C=C3OC2C1)C([2H])([2H])[2H])([2H])([2H])[2H] 3,7-bis(methyl-d3)-10H-phenoxazine